propyl-amine fluorine [F].C(CC)N